(1r,3r)-3-(5,7-difluoro-2-(4-fluorophenyl)-1H-indol-3-yl)cyclobutyl (4-nitrophenyl) carbonate C(OC1CC(C1)C1=C(NC2=C(C=C(C=C12)F)F)C1=CC=C(C=C1)F)(OC1=CC=C(C=C1)[N+](=O)[O-])=O